ClCC(=O)NC(C1=CC(=CC=C1)OC)C1=CC(=C2C=CC=NC2=C1OC)Cl 2-chloro-N-((5-chloro-8-methoxyquinolin-7-yl)(3-methoxyphenyl)methyl)acetamide